O(C(=O)C)CC(=O)N(C(C)C)C1=CC=C(C=C1)F (acetoxyl)-N-(4-fluorophenyl)-N-(1-methylethyl)acetamide